(1R,5S)-8,8-difluoro-3-azabicyclo[3.2.1]octane FC1([C@H]2CNC[C@@H]1CC2)F